CC1=CC=C(C=C1)S(=O)(=O)O.NC/C(/COC1=CC2=C(N=C(O2)NCC2=CC=NC=C2)C=C1)=C/F (Z)-6-((2-(aminomethyl)-3-fluoroallyl)oxy)-N-(pyridin-4-ylmethyl)benzo[d]oxazol-2-amine 4-methylbenzenesulfonate